normal Propyl Alcohol C(CC)O